3-(4-Chloro-2-hydroxy-phenyl)-6-[[(3R)-1-ethyl-3-piperidyl]amino]-4-methyl-1,2,4-triazin-5-one ClC1=CC(=C(C=C1)C1=NN=C(C(N1C)=O)N[C@H]1CN(CCC1)CC)O